[1,5]naphthyridine-7-carbonitrile N1=CC=CC2=NC=C(C=C12)C#N